C(C)(C)(C)C1=CC2=C(SC(=C2)I)C(=C1)C#N 5-(tert-butyl)-2-iodobenzo[b]thiophene-7-carbonitrile